3'-(2,6-dimethylpyridin-4-yl)-4,4'',5'-tris(3-methyl-9H-carbazol-9-yl)-6'-(4-(3-methyl-9H-carbazol-9-yl)phenyl)-[1,1':2',1''-terphenyl]-4'-carbonitrile CC1=NC(=CC(=C1)C1=C(C(=C(C(=C1C#N)N1C2=CC=CC=C2C=2C=C(C=CC12)C)C1=CC=C(C=C1)N1C2=CC=CC=C2C=2C=C(C=CC12)C)C1=CC=C(C=C1)N1C2=CC=CC=C2C=2C=C(C=CC12)C)C1=CC=C(C=C1)N1C2=CC=CC=C2C=2C=C(C=CC12)C)C